C(C)OC1=C2C(=NC=NC2=CC(=C1)O[C@@H]1COCC1)NC1=CC=C(C=C1)NC(CN1N=NC(=C1)C(C)C)=O (S)-N-(4-{[5-ethoxy-7-(tetrahydrofuran-3-yloxy)quinazolin-4-yl]amino}phenyl)-2-[4-(propan-2-yl)-1H-1,2,3-triazol-1-yl]acetamide